CC(C)C(C#N)CCC propan-2-ylpentanenitrile